7-(3-pyridyl)quinazoline-2,4-dione N1=CC(=CC=C1)C1=CC=C2C(NC(NC2=C1)=O)=O